(S)-4,4-difluoro-1-(1H-Indole-2-carbonyl)-N-((S)-1-oxo-3-((S)-2-oxopyrrolidin-3-yl)propan-2-yl)pyrrolidine-2-carboxamide FC1(C[C@H](N(C1)C(=O)C=1NC2=CC=CC=C2C1)C(=O)N[C@H](C=O)C[C@H]1C(NCC1)=O)F